COC1=C(C=CC(=C1)S(=O)(=O)C)NC1=CC(=C2C(=N1)NC=C2C#N)NCCC 6-((2-methoxy-4-(methylsulfonyl)phenyl)amino)-4-(propylamino)-1H-pyrrolo[2,3-b]pyridine-3-carbonitrile